CC1=CC(=NN1C1=CC=C(C=C1)CC1=CC=C(C=C1)C1CCN(CC1)C)C(=O)N 5-methyl-1-(4-(4-(1-methylpiperidin-4-yl)benzyl)phenyl)-1H-pyrazole-3-carboxamide